CCCCCC(O)O HEXANDIOL